BrC=1C(=NC=C(C1NCC1=CC(=C(C=C1)S(=O)(=O)N)C)[N+](=O)[O-])C 4-(((3-bromo-2-methyl-5-nitropyridin-4-yl)amino)methyl)-2-methylbenzenesulfonamide